2-(2,5-dimethoxy-4-pentylphenyl)-N-[(2-methoxyphenyl)methyl]Ethylamine COC1=C(C=C(C(=C1)CCCCC)OC)CCNCC1=C(C=CC=C1)OC